tert-Butyl(3-(3-(4-(aminomethyl)-3-fluorophenyl)isoxazol-5-yl)-5-(4-(isopropylsulfonyl)phenyl)pyrazine-2-yl)(tert-butoxycarbonyl)carbamate C(C)(C)(C)OC(N(C(=O)OC(C)(C)C)C1=NC=C(N=C1C1=CC(=NO1)C1=CC(=C(C=C1)CN)F)C1=CC=C(C=C1)S(=O)(=O)C(C)C)=O